BrC=1C=C(C(=O)NC(C)C2=NC=CN=C2C2=NN(C(C=C2)=O)C)C=C(C1)Br 3,5-dibromo-N-[1-[3-(1-methyl-6-oxo-pyridazin-3-yl)pyrazin-2-yl]ethyl]benzamide